CC1(CC(=NO1)SCC)C 5,5-dimethyl-3-ethylthio-2-isoxazoline